FC(C1=CC=CC(=N1)C=O)(F)F 6-trifluoromethylpyridin-2-formaldehyde